C(#N)C=1C=C(C=CC1)C=1N=C(SC1C1=CC(=NC(=C1)C)C)NC(=O)N1CCC(CC1)C(=O)O 1-[[4-(3-Cyanophenyl)-5-(2,6-dimethyl-4-pyridyl)thiazol-2-yl]carbamoyl]piperidine-4-carboxylic acid